OC(CN(CC(C)O)C)C N,N-bis(2-hydroxypropyl)methylamine